CC1(OB(OC1(C)C)C1=CC2=CC=C(C=C2C=C1)C=1C2=CC=CC=C2C=2C=CC=CC2C1)C 4,4,5,5-tetramethyl-2-(6-(phenanthren-9-yl)naphthalen-2-yl)-1,3,2-dioxaborolane